C(C)OC1=CC(=NC2=CC=C(C=C12)NC(=O)C1COC1)C1=CN=C(S1)C N-(4-ethoxy-2-(2-methylthiazol-5-yl)quinolin-6-yl)oxetan-3-carboxamide